1-(2-aminoethyl)-4,4-difluoropyrrolidin-3-ol NCCN1CC(C(C1)(F)F)O